CC=1C(=NC(=C(C(=O)O)C1C(=C)OCC)F)Cl methyl-6-chloro-4-(1-ethoxyvinyl)-2-fluoronicotinic acid